ClC=1C=C(CN2C(C3=CC=C(C=C3C(C2(C)C)C(=O)O)C2=C(C=CC=C2)F)=O)C=CC1Cl 2-(3,4-dichlorobenzyl)-6-(2-fluorophenyl)-3,3-dimethyl-1-oxo-1,2,3,4-tetrahydroisoquinoline-4-carboxylic acid